1-(2,6-dimethylbenzyl)-3,4-dimethyl-2-oxo-N-(2,4,6-trifluorobenzyl)-1,2,3,4-tetrahydroquinazoline-7-carboxamide CC1=C(CN2C(N(C(C3=CC=C(C=C23)C(=O)NCC2=C(C=C(C=C2F)F)F)C)C)=O)C(=CC=C1)C